N2-[4-methyl-3-[(4-methylpiperazin-1-yl)methyl]phenyl]-N4-[2-(6-methyl-2-pyridyl)pyrimidin-4-yl]pyrimidine-2,4-diamine CC1=C(C=C(C=C1)NC1=NC=CC(=N1)NC1=NC(=NC=C1)C1=NC(=CC=C1)C)CN1CCN(CC1)C